N-anthryl-maleimide C1(=CC=CC2=CC3=CC=CC=C3C=C12)N1C(C=CC1=O)=O